FC1=C2CN(CC2=CC(=C1)F)C(=O)NC1=CC=C(C=C1)C=1CCN(CC1)C(=O)OC(C)(C)C tert-butyl 4-(4-(4,6-difluoroisoindoline-2-carboxamido) phenyl)-3,6-dihydropyridine-1(2H)-carboxylate